Cl.NCC1N(C2=CC=CC=C2N(C1)C1=CC=C(C=C1)C(F)(F)F)CCC(=O)NC 3-(2-(aminomethyl)-4-(4-(trifluoromethyl)phenyl)-3,4-dihydroquinoxalin-1(2H)-yl)-N-methylpropanamide hydrochloride